C(CCC(=O)O)(=O)N[C@@H](CC(C)C)C(=O)O succinyl-Leucine